tert-butyl(1-(2-hydroxyethyl)cyclopropyl) carbamate C(N)(OC1(C(C1)C(C)(C)C)CCO)=O